C(#N)C1=CC=C(CNC(=O)C2=NN(C=3C(N(CCC32)CC3(CC3)S(=O)(=O)C(CN3CC(CC3)O)(C)C)=O)C)C=C1 N-(4-Cyanobenzyl)-6-((1-((1-(3-hydroxypyrrolidin-1-yl)-2-methylpropan-2-yl)sulfonyl)cyclopropyl)methyl)-1-methyl-7-oxo-4,5,6,7-tetrahydro-1H-pyrazolo[3,4-c]pyridine-3-carboxamide